5-(4-(1-(3-fluorobenzyl)azetidine-3-carbonyl)-3,4-dihydro-2H-pyrido[4,3-b][1,4]oxazin-8-yl)-indolin-2-one FC=1C=C(CN2CC(C2)C(=O)N2C3=C(OCC2)C(=CN=C3)C=3C=C2CC(NC2=CC3)=O)C=CC1